5-(1-(oxetan-3-ylsulfonyl)piperidin-4-yl)-5H-imidazo[5,1-a]isoindole O1CC(C1)S(=O)(=O)N1CCC(CC1)C1N2C(C3=CC=CC=C13)=CN=C2